(3R,6S)-6-isopropenyl-3-methyl-9-decenyl acetate C(C)(=O)OCC[C@@H](CC[C@H](CCC=C)C(=C)C)C